C1=CC=C2C1=C1C=CC=CC1=N2 indolocyclopentene